(1S,3S,4S)-N-((R)-1-cyano-2-((R)-2-oxopiperidin-3-yl)ethyl)-2-(2,7-dichloro-9-hydroxy-9H-fluorene-9-carbonyl)-5,5-difluoro-2-azabicyclo[2.2.2]octane-3-carboxamide C(#N)[C@@H](C[C@@H]1C(NCCC1)=O)NC(=O)[C@H]1N([C@@H]2CC([C@H]1CC2)(F)F)C(=O)C2(C1=CC(=CC=C1C=1C=CC(=CC21)Cl)Cl)O